(6-methoxypyridin-3-yl)((3aR,4S,7R,7aS)-octahydro-1H-4,7-epiminoisoindol-8-yl)methanone hydrochloride Cl.COC1=CC=C(C=N1)C(=O)N1[C@@H]2[C@H]3CNC[C@H]3[C@H]1CC2